4-[(E)-3-ethoxy-3-oxo-prop-1-enyl]Pyrazole-1-carboxylic acid tert-butyl ester C(C)(C)(C)OC(=O)N1N=CC(=C1)\C=C\C(=O)OCC